C(C)(C)N1[C@@H](CCC1)CC(=O)NC=1C=C(C(=NC1)C)NC(=O)C1=NN=C2N1C=CC(=C2)C2=CSC=C2 (S)-N-(5-(2-(1-isopropylpyrrolidin-2-yl)acetamido)-2-methylpyridin-3-yl)-7-(thiophen-3-yl)-[1,2,4]triazolo[4,3-a]pyridine-3-carboxamide